C(C)(C)OC(=O)C1=C(N=NC(=C1)C)Cl 6-methyl-3-chloropyridazine-4-carboxylic acid isopropyl ester